NC1=C(C2=C(S1)C(=CC=C2C2=C1C=CN3C1=C(C=C2F)C(N2C(CC3)CN(CC2)C(C(=C)F)=O)=O)F)C#N 2-Amino-7-fluoro-4-(2-fluoro-10-(2-fluoroacryloyl)-14-oxo-8,8a,9,10,11,12-hexahydro-7H,14H-pyrazino[1',2':5,6][1,5]diazocino[3,2,1-hi]indol-3-yl)benzo[b]thiophene-3-carbonitrile